7-Chloro-8-fluoro-4-((1S,7R,8S)-8-fluoro-2-azabicyclo[5.1.0]octan-2-yl)-2-(((2R,7aS)-2-fluorotetrahydro-1H-pyrrolizin-7a(5H)-yl)methoxy-d2)pyrido[4,3-d]pyrimidine ClC1=C(C=2N=C(N=C(C2C=N1)N1[C@@H]2[C@H]([C@@H]2CCCC1)F)OC([2H])([2H])[C@]12CCCN2C[C@@H](C1)F)F